2,5-dichloro-N-(2-(((R)-3-methyl-1-((5R,7R)-5,6,7-trimethyl-4,8-dioxo-1,3,6,2-dioxazaborocan-2-yl)butyl)amino)-2-oxoethyl)benzamide ClC1=C(C(=O)NCC(=O)N[C@@H](CC(C)C)B2OC([C@H](N([C@@H](C(O2)=O)C)C)C)=O)C=C(C=C1)Cl